2,2-di-tert-butyl-8-((triisopropylsilyl)oxy)-4,4a,8,8a-tetrahydropyrano[3,2-d][1,3,2]Dioxasiline C(C)(C)(C)[Si]1(OCC2C(O1)C(C=CO2)O[Si](C(C)C)(C(C)C)C(C)C)C(C)(C)C